[I-].COC(CCCCCCCC[P+](C1=CC=CC=C1)(C1=CC=CC=C1)C1=CC=CC=C1)OC 9,9-dimethoxynonyltriphenyl-phosphonium iodide